NC(CCCC(=O)O)CCCCC 4-amino-nonane-1-carboxylic acid